ClC1=CC=C(C=C1)CN1C(=NC=2N(CCNC(C21)=O)C)OC2=CC(=CC=C2)OC(F)(F)F 1-[(4-Chlorophenyl)methyl]-4-methyl-2-[3-(trifluoromethoxy)phenoxy]-1H,4H,5H,6H,7H,8H-imidazo[4,5-e][1,4]diazepin-8-one